C=C(C)CCC[C@@H](C)[C@H]1CC[C@H]2[C@@H]3CC[C@H]4CCCC[C@]4(C)[C@H]3CC[C@]12C 5a-cholesten